methyl-6-((tert-butyldimethylsilyl)oxy)spiro(3.3)heptane CC1CCC12CC(C2)O[Si](C)(C)C(C)(C)C